tert-butyl ((1-((4-methoxy-3-((2-methoxyphenyl)sulfonamido)benzo[d]isoxazol-6-yl)methyl)-1H-pyrazol-3-yl)methyl)carbamate COC1=CC(=CC2=C1C(=NO2)NS(=O)(=O)C2=C(C=CC=C2)OC)CN2N=C(C=C2)CNC(OC(C)(C)C)=O